3-(4-((2,3,5-trifluorophenoxy)methyl)isoxazol-5-yl)pyridin-2-amine FC1=C(OCC=2C=NOC2C=2C(=NC=CC2)N)C=C(C=C1F)F